FC=1C2=C(C=NC1)CC(C2)CNCCC2CN(C(O2)=O)C=2C=CC=1OCC(NC1N2)=O 6-[5-[2-[(4-fluoro-6,7-dihydro-5H-cyclopenta[c]pyridin-6-yl)methylamino]ethyl]-2-oxo-1,3-oxazolidin-3-yl]-4H-pyrido[3,2-b][1,4]oxazin-3-one